BrC=1C=C(C=C2C(C(=C(OC12)SCC)C)=O)F 8-Bromo-2-ethylsulfanyl-6-fluoro-3-methyl-chromen-4-one